N-(cis-1-(biphenyl-4-ylcarbonyl)-2-(((cis-4-isopropylcyclohexyl)oxy)methyl)-piperidin-3-yl)methanesulfonamide C1(=CC=C(C=C1)C(=O)N1[C@H]([C@H](CCC1)NS(=O)(=O)C)CO[C@@H]1CC[C@@H](CC1)C(C)C)C1=CC=CC=C1